C[C@H]1CC(C=2C3=CC=CC=C3C(NC2C1)=O)=O |r| racemic-3-methyl-2,3,4,5-tetrahydrophenanthridine-1,6-dione